C(C)(C)(C)C(C(C(C)C(=O)O)C(=O)O)(C=CC)C(C)(C)C di-tert-butyl-hept-5-ene-2,3-dicarboxylic acid